(7S)-5-(4-fluoro-3-methylphenyl)-7-methyl-6,7-dihydropyrazolo[1,5-a]pyrazin-4(5H)-one FC1=C(C=C(C=C1)N1C(C=2N([C@H](C1)C)N=CC2)=O)C